N-(2-cyclopropyl-4-iodo-5-methylphenyl)-N-(3,5-dimethylpyridin-2-yl)but-2-ynamide C1(CC1)C1=C(C=C(C(=C1)I)C)N(C(C#CC)=O)C1=NC=C(C=C1C)C